methyl phenylglyoxylate hydrochloride Cl.C1(=CC=CC=C1)C(C(=O)OC)=O